C(C)(C)(C)OC(=O)N1[C@H](CC(C1)=O)C (2S)-2-methyl-4-oxo-pyrrolidine-1-carboxylic acid tert-butyl ester